hydroxydodecyloxybenzophenone OCCCCCCCCCCCCOC1=C(C(=O)C2=CC=CC=C2)C=CC=C1